O=C1NC(CCC1N1C(C2=CC=C(C=C2C1=O)OCCN(C=1C=C(C=CC1)N1C(=NC2=C1C=CC(=C2)F)NC(C2=CC(=CC=C2)C(F)(F)F)=O)C)=O)=O N-(1-(3-((2-((2-(2,6-dioxopiperidin-3-yl)-1,3-dioxoisoindolin-5-yl)oxy)ethyl)(meth-yl)amino)phenyl)-5-fluoro-1H-benzo[d]imidazol-2-yl)-3-(trifluoromethyl)benzamide